4-fluoro-N-[4-fluoro-5-(2-piperazin-1-ylpyrimidin-5-yl)-2-[(3R,5S)-3,4,5-trimethylpiperazin-1-yl]phenyl]-2-(trifluoromethyl)benzamide FC1=CC(=C(C(=O)NC2=C(C=C(C(=C2)C=2C=NC(=NC2)N2CCNCC2)F)N2C[C@H](N([C@H](C2)C)C)C)C=C1)C(F)(F)F